BrC1=CC(=C(C=N[S@](=O)C(C)(C)C)C=C1)F (R)-N-(4-bromo-2-fluorobenzylidene)-2-methylpropane-2-sulfinamide